COC(=O)[C@@H]1CC[C@@H](CC1)N(CC)CC1=CC(=C(C=C1)N)F.C(=O)(O)C=1C(=C(C(=O)NC(C2=C(C(=CC(=C2)O)C(=O)O)O)=O)C=C(C1)O)O N-(3-Carboxy-2,5-dihydroxybenzoyl)3-carboxy-2,5-dihydroxybenzamid cis-methyl-4-[(4-amino-3-fluoro-phenyl)methyl-ethyl-amino]cyclohexanecarboxylate